(S)-8-chloro-6-(((6-fluoro-2-methylpyridin-3-yl)(1-((1-(trifluoromethyl)cyclopropyl)meth-yl)-1H-1,2,3-triazol-4-yl)methyl)amino)-4-(neopentylamino)quinoline-3-carbonitrile ClC=1C=C(C=C2C(=C(C=NC12)C#N)NCC(C)(C)C)N[C@H](C=1N=NN(C1)CC1(CC1)C(F)(F)F)C=1C(=NC(=CC1)F)C